N(=[N+]=[N-])CCC1=NN(C=C1)C (2-azidoethyl)-1-methyl-1H-pyrazole